3-chloro-6-methoxy-N-methyl-pyridine-2-carbothioamide ClC=1C(=NC(=CC1)OC)C(NC)=S